[Na+].C(C([2H])([2H])[2H])([2H])([2H])NC(=O)C1=NNC2=CC(=CC=C12)C=1C=NC(=C(C(=O)[O-])C1)OC([2H])([2H])[2H] 5-(3-((ethyl-d5)carbamoyl)-1H-indazol-6-yl)-2-(methoxy-d3)nicotinic acid, sodium salt